ClC1=CC=C(C=C1)C(CC1=NOC(=N1)CN1C(N(C(=CC1=O)C)C)=O)F 3-({3-[2-(4-chlorophenyl)-2-fluoroethyl]-1,2,4-oxadiazol-5-yl}methyl)-1,6-dimethylpyrimidine-2,4-dione